C(C)(C)(C)OC(=O)N1CCC(CC1)C1=NC(C2(C1)CCN(CC2)C=2SC1=C(C(N2)=O)C=C(C(=C1[N+](=O)[O-])C)Cl)=O 4-(8-(6-chloro-7-methyl-8-nitro-4-oxo-4H-benzo[e][1,3]thiazin-2-yl)-1-oxo-2,8-diazaspiro[4.5]dec-2-en-3-yl)piperidine-1-carboxylic acid tert-butyl ester